(R)-1-((2'-chloro-4-(difluoromethyl)-3'-fluoro-[2,4'-bipyridinyl]-5-yl)oxy)-2,4-dimethylpentan-2-amine ClC1=NC=CC(=C1F)C1=NC=C(C(=C1)C(F)F)OC[C@@](CC(C)C)(N)C